ClC=1N(C=CN1)CC1=CC=C(C=C1)C1=C(SC(=C1)CC(C)C)S(=O)(=O)NC(OCC1(COC1)C)=O 3-methyloxetane-3-ylmethyl (3-(4-((2-chloro-1H-imidazol-1-yl)methyl)phenyl)-5-isobutylthiophene-2-yl)sulfonylcarbamate